n-butanetriol di-tert-butyl-2,2'-((((2-(tert-butoxy)-2-oxoethyl)azanediyl)bis(ethane-2,1-diyl))bis(azanediyl))diacetate C(C)(C)(C)C(C(=O)O)NCCN(CCNC(C(=O)O)C(C)(C)C)CC(=O)OC(C)(C)C.C(CCC)(O)(O)O